1-phenyl-benzopyrrolizidin C1(=CC=CC=C1)C1CCN2CC3=C(C12)C=CC=C3